NC=1C(=C(C(=CC1)[N+](=O)[O-])C=O)Br amino-2-bromo-6-nitrobenzene-1-carbaldehyde